Tert-butyl 2-[[(1S)-1-(2-amino-2-oxo-ethyl)prop-2-ynyl]carbamoyl]azetidine-1-carboxylate NC(C[C@@H](C#C)NC(=O)C1N(CC1)C(=O)OC(C)(C)C)=O